OC(C(=O)C1=CC=C(C=C1)CC1=CC=C(C=C1)C(C(C)(C)O)=O)(C)C 2-hydroxy-1-{4-[4-(2-hydroxy-2-methylpropionoyl)benzyl]phenyl}-2-methylpropan-1-one